3,3,5,5-tetramethylpyrrolidin-2-ylidene-triisopropylphosphine ruthenium [Ru].CC1(C(NC(C1)(C)C)=CC(C)P(C(C)C)C(C)C)C